ClC1=CC=CC=2N1N=C(C2)[C@@H]2N(CCC1=C2N=CN1)C(=O)C=1OC(=NN1)C=1C=NN(C1C)C (R)-(4-(7-chloropyrazolo[1,5-a]pyridin-2-yl)-6,7-dihydro-1H-imidazo[4,5-c]pyridin-5(4H)-yl)(5-(1,5-dimethyl-1H-pyrazol-4-yl)-1,3,4-oxadiazol-2-yl)methanone